2-((3-((2-(4-amino-1,2,5-oxadiazol-3-yl)-1-ethyl-4-(3-hydroxyprop-1-yn-1-yl)-1H-imidazo[4,5-c]pyridin-7-yl)oxy)propyl)amino)ethane-1-sulfonic acid NC=1C(=NON1)C=1N(C2=C(C(=NC=C2OCCCNCCS(=O)(=O)O)C#CCO)N1)CC